2-chloro-5-methoxy-N-(3-methoxy-4-(1-methyl-4-(trifluoromethyl)-1H-imidazol-2-yl)benzyl)pyrimidin-4-amine ClC1=NC=C(C(=N1)NCC1=CC(=C(C=C1)C=1N(C=C(N1)C(F)(F)F)C)OC)OC